bis(cyclopentadienyl)bis[2,6-difluoro-3-(N-(2-ethylhexyl)benzoylamino)phenyl]titanium C1(C=CC=C1)[Ti](C1=C(C(=CC=C1F)N(CC(CCCC)CC)C(C1=CC=CC=C1)=O)F)(C1=C(C(=CC=C1F)N(CC(CCCC)CC)C(C1=CC=CC=C1)=O)F)C1C=CC=C1